[Zn].NC=1SC(=NN1)S 2-amino-5-mercapto-1,3,4-thiadiazole zinc